N-[2-bromo-4-(1,1,1,3,3,3-hexafluoroprop-2-yl)-6-trifluoromethylphenyl]-3-[N-(cyclopropylmethyl)-4-fluorobenzamido]-2-fluorobenzamide BrC1=C(C(=CC(=C1)C(C(F)(F)F)C(F)(F)F)C(F)(F)F)NC(C1=C(C(=CC=C1)N(C(C1=CC=C(C=C1)F)=O)CC1CC1)F)=O